C(C)C(COC(CCCCC(=O)OCC(CCCC)CC)=O)CCCC.FC1([C@@H](CN(CC1)C(C)C1=CC(=C2CNC(C2=C1)=O)C(F)(F)F)C)F 6-(1-((R)-4,4-difluoro-3-methylpiperidin-1-yl)ethyl)-4-(trifluoromethyl)isoindolin-1-one Bis(2-ethylhexyl)adipate